C(C1=CC=CC=C1)OC1=NN(C=C1)C1=CC=C(C(=N1)Cl)C(=O)OCC ethyl 6-(3-benzyloxypyrazol-1-yl)-2-chloro-pyridine-3-carboxylate